C1(=CC=CC=C1)P(=O)(C1=CC2=C(SC3=C2C=C(C=C3)P(=O)(C3=CC=CC=C3)C3=CC=CC=C3)C=C1)C1=CC=CC=C1 2,8-bis(diphenylphosphinyl)dibenzothiophene